6-chloro-2,2-dimethyl-1,3-benzodioxole-5-formaldoxime ClC=1C(=CC2=C(OC(O2)(C)C)C1)C=NO